4-(methoxymethyl)-4-methyl-1-{6-nitroimidazo[1,2-a]pyridin-5-yl}piperidine methyl-2-(1,3-dihydroinden-2-ylidene)acetate COC(C=C1CC2=CC=CC=C2C1)=O.COCC1(CCN(CC1)C1=C(C=CC=2N1C=CN2)[N+](=O)[O-])C